NC1=C(C=NN1)C(=O)NC1=CC=C(C(=O)OCC)C=C1 ethyl 4-(5-amino-1H-pyrazole-4-carboxamido)benzoate